N1=C(C=CC(=C1)N[C@@H](C)C(=O)O)C1=NC=CC=C1 (2,2'-bipyridin-5-yl)alanine